3-(6-methylpyridin-2-yl)-1H-pyrazole-1-ethanol CC1=CC=CC(=N1)C1=NN(C=C1)CCO